C(C)(=O)OC\C=C(/CC\C=C(\CCC=C(C)C)/C)\CI (2E,6E)-3-(iodomethyl)-7,11-dimethyldodeca-2,6,10-trien-1-yl acetate